C(C(C)C)OC1=CC=C(CC=2C(=NC=CC2[N+]#[C-])N)C=C1 (4-isobutoxybenzyl)-4-isocyano-pyridin-2-amine